NC=1C=C(C=C(C1)C(F)(F)F)[C@@H](C)NC=1C2=C(N=C(N1)NC)C=NC(=C2)N2CCC(CC2)OC (R)-N4-(1-(3-amino-5-(trifluoromethyl)phenyl)ethyl)-6-(4-methoxypiperidin-1-yl)-N2-methylpyrido[3,4-d]pyrimidine-2,4-diamine